N1(CCOCC1)C=1C=NC2=CC=C(C=C2N1)C(=O)C=1C=C(C=CC1)NC(C1=CC(=CC=C1)C(F)(F)F)=O N-(3-(3-morpholinylquinoxaline-6-carbonyl)phenyl)-3-(trifluoromethyl)benzamide